trans-4-(4-(((R)-1-(3-(difluoromethyl)-2-fluorophenyl)ethyl)amino)-2-methyl-[1,2,4]triazolo[4',3':1,6]pyrido[2,3-d]pyrimidin-6-yl)cyclohexan-1-ol FC(C=1C(=C(C=CC1)[C@@H](C)NC=1C2=C(N=C(N1)C)N1C(C(=C2)[C@@H]2CC[C@H](CC2)O)=NN=C1)F)F